1-[4-[(3-benzoyl-5-methyl-2,4-dioxo-pyrimidin-1-yl)methyl]-4-(benzyloxymethyl)cyclohexyl]-3-butyl-5-(diaminomethylene)hexahydropyrimidine-2,4,6-trione C(C1=CC=CC=C1)(=O)N1C(N(C=C(C1=O)C)CC1(CCC(CC1)N1C(N(C(C(C1=O)=C(N)N)=O)CCCC)=O)COCC1=CC=CC=C1)=O